3-(4-(4-cyclopropyl-3,5-dimethylpiperazin-1-yl)pyrimidin-2-yl)-6-(trifluoromethyl)imidazo[1,2-a]pyridine C1(CC1)N1C(CN(CC1C)C1=NC(=NC=C1)C1=CN=C2N1C=C(C=C2)C(F)(F)F)C